FC1=C(C=CC(=C1)F)C1=C(C=CC=C1)NS(=O)(=O)C1=CC=C(C=C1)OC N-(2',4'-difluoro-[1,1'-biphenyl]-2-yl)-4-methoxybenzenesulfonamide